ClC1=C(CSC2=C(N=NN2)C(=O)O)C=CC=C1 5-((2-chlorobenzyl)thio)-1H-1,2,3-triazole-4-carboxylic acid